C(CCCCC(C)C)N(C(=O)N1CC2=CC=CC=C2C=C1)CCCCCC(C)C N,N-di(isooctyl)isoquinoline-2-carboxamide